tert-Butyl 2,2-dimethyl-4-[4-(methylamino)butyl]pyrrolidine-1-carboxylate CC1(N(CC(C1)CCCCNC)C(=O)OC(C)(C)C)C